(S)-1-(4-fluorobenzyl)-3-(4-isobutoxybenzyl)-1-((1-methylpyrrolidin-3-yl)methyl)urea FC1=CC=C(CN(C(=O)NCC2=CC=C(C=C2)OCC(C)C)C[C@@H]2CN(CC2)C)C=C1